rel-[(1R,2R,4R)-4-amino-2-(4-chlorophenyl)cyclopentyl]-thiomorpholino-methanone N[C@@H]1C[C@H]([C@@H](C1)C(=O)N1CCSCC1)C1=CC=C(C=C1)Cl |o1:1,3,4|